4-(4-((1R,5S)-3,8-diazabicyclo[3.2.1]octan-3-yl)-8-fluoro-2-(((S)-1-methylpyrrolidin-2-yl)methoxy)pyrido[4,3-d]pyrimidin-7-yl)-1-bromonaphthalen-2-ol [C@H]12CN(C[C@H](CC1)N2)C=2C1=C(N=C(N2)OC[C@H]2N(CCC2)C)C(=C(N=C1)C1=CC(=C(C2=CC=CC=C12)Br)O)F